2α-fluoro-3β,7β-dihydroxy-5β-cholanic acid methyl ester COC(CC[C@@H](C)[C@H]1CC[C@H]2[C@@H]3[C@H](C[C@@H]4C[C@H]([C@@H](C[C@]4(C)[C@H]3CC[C@]12C)F)O)O)=O